ClC1=C(C(=O)N2C[C@@H]3CC[C@H](C2)N3C3=CC(=CC=2N3C=NC2)S(=O)(=O)N(C)C2CC(C2)(F)F)C=CC(=C1)F 5-[(1S,5R)-3-(2-chloro-4-fluoro-benzoyl)-3,8-diazabicyclo[3.2.1]octan-8-yl]-N-(3,3-difluorocyclobutyl)-N-methyl-imidazo[1,5-a]pyridine-7-sulfonamide